(3-methyl-2-nitro-imidazol-4-yl)methanol CN1C(=NC=C1CO)[N+](=O)[O-]